O=CCCCCC(=O)[O-] 6-oxo-hexanoate